C(C)(=O)OC(C(C(=O)N)OC(C)=O)C(=O)N diacetoxybutanediamide